N1=C(C=CC=C1)S(=O)(=O)CC=1N=CN(C1)C1=CC=C(C=C1)C1=NOC(=N1)C(F)(F)F 3-(4-(4-((pyridin-2-ylsulfonyl)methyl)-1H-imidazol-1-yl)phenyl)-5-(trifluoromethyl)-1,2,4-oxadiazole